3-geranyl-2,4-dihydroxy-6-phenethyl-benzoic acid C(\C=C(/C)\CCC=C(C)C)C=1C(=C(C(=O)O)C(=CC1O)CCC1=CC=CC=C1)O